BrC=1C(=CC(=NC1OCC)C(=O)OC)C methyl 5-bromo-6-ethoxy-4-methylpicolinate